rac-(3-chlorophenyl)(cyclopropyl)[5-(1,3-dioxolan-2-yl)-3-thienyl]methanol ClC=1C=C(C=CC1)[C@@](O)(C1=CSC(=C1)C1OCCO1)C1CC1 |r|